FC1=C(C(=CC=C1)F)C=1N=C2C=3C=C(C=NC3C=CN2C1)C=1C=NN(C1)C 2-(2,6-Difluorophenyl)-9-(1-methyl-1H-pyrazol-4-yl)imidazo[2,1-f][1,6]naphthyridine